N-(5-ethynyl-2-{[4-(4-methylpiperazin-1-yl)phenyl]amino}pyrido[2,3-d]pyrimidin-7-yl)-2-phenylacetamide C(#C)C1=CC(=NC=2N=C(N=CC21)NC2=CC=C(C=C2)N2CCN(CC2)C)NC(CC2=CC=CC=C2)=O